ClC1=C(CN2C(N(N=C2)C2=CC=C(C=C2)OC2=CC(=NC=C2)N2CC(C2)OCC)=O)C(=CC=C1)Cl 4-(2,6-dichlorobenzyl)-2-(4-((2-(3-ethoxyazetidin-1-yl)pyridin-4-yl)oxy)phenyl)-2,4-dihydro-3H-1,2,4-triazol-3-one